C(C)(=O)N1CC2(CC2)[C@@H](C1)N1C(=NC2=C1C=C(C=C2)C(=O)O)CC2=C(C=C(C(=C2)F)C2=NC(=CC=C2)OCC2=C(C=C(C=C2)C#N)F)F (S)-1-(5-acetyl-5-azaspiro[2.4]heptan-7-yl)-2-(4-(6-((4-cyano-2-fluorobenzyl)oxy)pyridin-2-yl)-2,5-difluorobenzyl)-1H-benzo[d]imidazole-6-carboxylic acid